C(C)(C)(C)OC(=O)N1N=C(C(=C1C)B(O)O)C (1-tert-butoxycarbonyl-3,5-dimethyl-pyrazol-4-yl)boronic acid